3,3,3-trifluoropropionaldehyde FC(CC=O)(F)F